1-glyceryl-p-menthane-3-carboxylate C(C(O)CO)C1(CC(C(CC1)C(C)C)C(=O)[O-])C